CC=1C=C(C=CC1OC)C=1N=C(SC1)CN1C(O[C@]2(C1)C[C@H](CCC2)CN2C=NC1=C2C=C(C=C1)C#N)=O 1-{[(5S,7S)-3-({4-[3-methyl-4-(methyloxy)phenyl]-1,3-thiazol-2-yl}methyl)-2-oxo-1-oxa-3-azaspiro[4.5]dec-7-yl]methyl}-1H-benzimidazole-6-carbonitrile